4-amino-1,8-naphthyridine NC1=CC=NC2=NC=CC=C12